[NH2+]=C(O)N.[Sb]([O-])([O-])([O-])=O.[NH2+]=C(O)N.[NH2+]=C(O)N antimonate uronium salt